O[C@@H]1[C@H](CCC1)NC1=NC(=NC=C1C(=O)N)NC1CCC(CC1)COC 4-((1S,2S)-2-hydroxycyclopentylamino)-2-((1r,4S)-4-(methoxymethyl)cyclohexylamino)pyrimidine-5-carboxamide